N-cyclohexyl-thiophosphoric triamide C1(CCCCC1)NP(N)(N)=S